3-cyano-6-((5-methyl-1H-pyrazol-3-yl)amino)pyridin C(#N)C=1C=NC(=CC1)NC1=NNC(=C1)C